FC1([C@@H](CN(C1)C1COC1)NC1=NN2C(C(=N1)OC)=C(C(=C2)F)C=2C=CC1=C(N(N=N1)CCCF)C2)F (R)-N-(4,4-difluoro-1-(oxetan-3-yl)pyrrolidin-3-yl)-6-fluoro-5-(1-(3-fluoropropyl)-1H-benzo[d][1,2,3]triazol-6-yl)-4-methoxypyrrolo[2,1-f][1,2,4]triazin-2-amine